4-methylcyclohexane-1,3-diol CC1C(CC(CC1)O)O